N(N)[C@H]1CN(CC1)C |r| (±)-3-hydrazinyl-1-methylpyrrolidine